Cl.BrC1=C(C=CC(=C1)F)C1=NNC(OC12CCNCC2)=O 5-(2-bromo-4-fluorophenyl)-1-oxa-3,4,9-triazaspiro[5.5]undec-4-en-2-one hydrochloride